4-(4-Chlorophenylsulfonylcarbamoyl)benzoyl-valyl-prolyl-1-(1-trifluoroacetyl-2-methylprolyl)amide CC(C)[C@@H](C(=O)NC(=O)[C@@H]1CCCN1C(C(C)C)C(=O)C(F)(F)F)NC(=O)C2=CC=C(C=C2)C(=O)NS(=O)(=O)C3=CC=C(C=C3)Cl